C1(CC1)C(C)N(CC(=O)O)NC1=NC(=NC=C1F)C1=CNC2=NC=C(C=C21)F (1-Cyclopropylethyl)-N-((5-fluoro-2-(5-fluoro-1H-pyrrolo[2,3-b]pyridin-3-yl)pyrimidin-4-yl)amino)glycine